2-thia-6-azaspiro[3.3]heptane hemioxalate C(C(=O)O)(=O)O.C1SCC12CNC2.C2SCC21CNC1